OC[C@H]1CN(CCN1C)[C@H]1CN(CC1)C(=O)OC(C)(C)C tert-Butyl (R)-3-((R)-3-(hydroxymethyl)-4-methylpiperazin-1-yl)pyrrolidine-1-carboxylate